OC[C@@H]1CCC(N1)=O (5S)-5-(hydroxymethyl)-pyrrolidin-2-one